N-(3-(2,6-dioxopiperidin-3-yl)phenyl)acetamide 1,1-dioxido-2,3-dihydrothiophen-3-yl-4-cyclohexylbenzenesulfonate O=S1(CC(C=C1)OS(=O)(=O)C1=CC=C(C=C1)C1CCCCC1)=O.O=C1NC(CCC1C=1C=C(C=CC1)NC(C)=O)=O